N-(4-methylphenyl)-2-chloroacetamide CC1=CC=C(C=C1)NC(CCl)=O